2-(1-mercapto-1-methylethyl)-5-methyl-cyclohexanone SC(C)(C)C1C(CC(CC1)C)=O